2-((tert-butoxycarbonyl)amino)-5-(1,4-dihydro-1,4-epoxynaphthalene-6-yl)-5-oxopentanoate C(C)(C)(C)OC(=O)NC(C(=O)[O-])CCC(=O)C=1C=C2C3C=CC(C2=CC1)O3